C(C)(C)(C)O[C@@H](C(=O)OCC)C1=CC=CC=C1 ethyl (2R)-2-(tert-butoxy)-2-phenylacetate